di[2-(5-ethylidene-2-norbornenyl)ethyl]dichlorosilane C(C)=C1C2C=C(C(C1)C2)CC[Si](Cl)(Cl)CCC=2C1CC(C(C2)C1)=CC